CC=1C(=NC=CC1)C(=O)N 3-methylpyridineamide